1-(4-(difluoromethoxy)-3-(2-methyloxazol-4-yl)phenyl)-3-methyl-1H-pyrazole-4-carboxylic acid FC(OC1=C(C=C(C=C1)N1N=C(C(=C1)C(=O)O)C)C=1N=C(OC1)C)F